C(C1=CC=CC=C1)N1C[C@H]([C@@H](C1)[N+](=O)[O-])C=1C=NN(C1)C 4-(trans-1-benzyl-4-nitropyrrolidin-3-yl)-1-methyl-1H-pyrazole